BrC1=CC=C(C=C1)NC1(C(CCCC1)=O)CC1=CC=C(C=C1)OC ((4-bromophenyl)amino)(4-methoxyphenylmethyl)cyclohexanone